ethyl (4S,6S)-4-fluoro-6-phenyl-5,6-dihydro-4H-pyrrolo[1,2-b]pyrazole-2-carboxylate F[C@H]1C[C@H](N2N=C(C=C21)C(=O)OCC)C2=CC=CC=C2